COC1=CC=C(C=C1)CN(C1=CC(=CC(=N1)C1=C(C=C2C(=NC(=NC2=C1F)F)N1CC2CCC(C1)N2C(=O)OC(C)(C)C)Cl)C)CC2=CC=C(C=C2)OC tert-butyl 3-(7-(6-(bis(4-methoxyphenylmethyl) amino)-4-methylpyridin-2-yl)-6-chloro-2,8-difluoroquinazolin-4-yl)-3,8-diazabicyclo[3.2.1]octane-8-carboxylate